C(#N)C=1C=C(C=NC1C)C[C@@H]1CC[C@H](CC1)C(=O)OC methyl trans-4-[(5-cyano-6-methyl-3-pyridyl)methyl]cyclohexanecarboxylate